COC(=O)C1=CC(=C2C=CNC2=C1)C=1N=C(C2=C(N1)C(=CS2)CS(=O)(=O)C)N2[C@@H](COCC2)C (R)-4-(4-(3-methylmorpholino)-7-((methylsulfonyl)methyl)thieno[3,2-d]pyrimidin-2-yl)-1H-indole-6-carboxylic acid methyl ester